ON1[C@@H]2CC[C@H](N(C1=O)C2)C(=O)NO[C@H]2CN(CC2)C(=O)OC(C)(C)C tert-butyl (3R)-3-[({[(2S,5R)-6-hydroxy-7-oxo-1,6-diazabicyclo[3.2.1]oct-2-yl]carbonyl}amino)oxy]pyrrolidine-1-carboxylate